CC1=CC=C(C=C1)CC(=O)NCCC1=CCCCC1 2-(4-methylphenyl)-N-[(cyclohexene-1-yl)ethyl]acetamide